FC1=C(C=C2C=CN(C(C2=C1)=O)CCC[C@H](C)NC=1C=NNC(C1C(F)(F)F)=O)C1=NC=C(C=C1)F 7-fluoro-6-(5-fluoro-2-pyridyl)-2-[(4S)-4-[[6-oxo-5-(trifluoromethyl)-1H-pyridazin-4-yl]amino]pentyl]isoquinolin-1-one